C(C1=CC=CC=C1)NC1=C(N=C2N1C(=CC=C2)C2=C(C=CC1=CC=CC=C21)O)C2=CC=C(C#N)C=C2 4-(3-(benzylamino)-5-(2-hydroxynaphthalen-1-yl)imidazo[1,2-a]pyridin-2-yl)benzonitrile